5-(3-methylimidazo[1,2-b]pyridazin-6-yl)-N-(2-(4-methylpiperazin-1-yl)pyridin-4-yl)-7H-pyrrolo[2,3-d]pyrimidin-2-amine CC1=CN=C2N1N=C(C=C2)C2=CNC=1N=C(N=CC12)NC1=CC(=NC=C1)N1CCN(CC1)C